C1(=CC=C(C=C1)C1=CN=C(N1)C1N(CCCC1)C=O)C (2-(5-(p-tolyl)-1H-imidazol-2-yl)piperidin-1-yl)methanone